N-(3,4-dimethyl-2,5-dioxoazolinyl)-N-[6-chloro-5-(trifluoromethyl)(2-pyridyl)]acetamide CC=1C(N(C(C1C)=O)N(C(C)=O)C1=NC(=C(C=C1)C(F)(F)F)Cl)=O